methyl-2-chloro-3-fluoroisonicotinic acid CC=1N=C(C(=C(C(=O)O)C1)F)Cl